3-(3-(4-Isobutylphenoxy)azetidin-1-yl)-2-(1H-pyrrol-1-yl)benzoic acid C(C(C)C)C1=CC=C(OC2CN(C2)C=2C(=C(C(=O)O)C=CC2)N2C=CC=C2)C=C1